C(C)(C)(CC)N(CCN(CCN(CCN(C)C(C)(C)CC)C)C)C N,N'''-ditertpentyl-N,N',N'',N'''-tetramethyl(triethylenetetraamine)